2-(Azetidin-1-yl)-4-cyclobutoxy-6-methylpyrimidine N1(CCC1)C1=NC(=CC(=N1)OC1CCC1)C